2-(6,7-dihydro-5H-pyrrolo[1,2-c]Imidazol-1-yl)-N-thiazol-2-ylAcetamide C1(=C2N(C=N1)CCC2)CC(=O)NC=2SC=CN2